C1(CCC1)N1N=C(C=2C1=NC(=NC2F)N)I 1-cyclobutyl-4-fluoro-3-iodo-1H-pyrazolo[3,4-d]pyrimidin-6-amine